COC(=O)C=1C=C2C=CN=CC2=CC1 isoquinoline-6-carboxylic acid methyl ester